COC(C(=CC1=CC2=CC=CC=C2C=C1)NC(C)=O)=O acetamido-3-(2-naphthyl)-acrylic acid methyl ester